tert-butyl 7-(5-(2-(benzyloxy)-6-fluorophenyl)-2H-pyrano[2,3-f]quinazolin-10-yl)-2,7-diazaspiro[3.5]nonane-2-carboxylate C(C1=CC=CC=C1)OC1=C(C(=CC=C1)F)C1=C2C(=C3C(=NC=NC3=C1)N1CCC3(CN(C3)C(=O)OC(C)(C)C)CC1)OCC=C2